ClC1=C(N=C(C(=N1)C(=O)N)NC1=C(C(=C(C=C1)N1CCC(CC1)N1CCN(CC1)C)F)F)NC 6-Chloro-3-[2,3-difluoro-4-[4-(4-methylpiperazin-1-yl)-1-piperidyl]anilino]-5-(methylamino)pyrazine-2-carboxamide